C1(CC1)C1=CC=C(C=C1)N1[C@@H](C2=CC=C(C=C2C[C@H]1C)C=1C=NN(C1)CC)C1=CC=C(C=C1)/C=C/C(=O)O (E)-3-(4-((1R,3R)-2-(4-cyclopropylphenyl)-6-(1-ethyl-1H-pyrazol-4-yl)-3-methyl-1,2,3,4-tetrahydroisoquinolin-1-yl)phenyl)acrylic acid